O=S1(C(CCC1)C1=CC(=C(OC2=CC=C(C=C2)CCC2CCN(CC2)C(=O)OC(C)(C)C)C=C1)C=1C2=C(C(N(C1)C)=O)NC=C2)=O tert-butyl 4-[2-[4-[4-(1,1-dioxothiolan-2-yl)-2-(6-methyl-7-oxo-1H-pyrrolo[2,3-c]pyridin-4-yl)phenoxy]phenyl]ethyl]piperidine-1-carboxylate